1-(3-aminopropanoyl)piperidin NCCC(=O)N1CCCCC1